(3R)-tert-Butyl 8-acetyl-3,10-dimethyl-11-oxo-3,4,8,9,10,11-hexahydro-1H-pyrido-[4',3':3,4]pyrazolo[1,5-a][1,4]diazepine-2(7H)-carboxylate C(C)(=O)C1CN(C(C=2N(C1)N=C1C2CN([C@@H](C1)C)C(=O)OC(C)(C)C)=O)C